ethyl 3-(4-((4-cyano-2,6-dimethylbenzyl)amino)-6-((6-cyclopropylimidazo[1,2-a]pyridin-2-yl)methoxy)pyrimidin-2-yl)-2,2-dimethylpropanoate C(#N)C1=CC(=C(CNC2=NC(=NC(=C2)OCC=2N=C3N(C=C(C=C3)C3CC3)C2)CC(C(=O)OCC)(C)C)C(=C1)C)C